N-methyl-3-quinuclidinol C[N+]12CCC(CC1)C(C2)O